(R)-3-(1-Aminoethyl)-2-methylbenzonitrile hydrochloride Cl.N[C@H](C)C=1C(=C(C#N)C=CC1)C